OB1OCC(CC1)N1C=C(C=CC1=O)C=1C(=C2CCCC2=CC1)NC(=O)NS(=O)(=O)C N-((5-(1-(2-hydroxy-1,2-oxaborinan-5-yl)-6-oxo-1,6-dihydropyridin-3-yl)-2,3-dihydro-1H-inden-4-yl)carbamoyl)methanesulfonamide